ClC1N(CCNC1Cl)C1=CC=CC=2OCCOC21 5-(2,3-dichloropiperazin-1-yl)-2,3-dihydro-1,4-benzodioxine